C(C=C)C1N(CCC(C1)N)C(=O)OC(C)(C)C tert-butyl 2-allyl-4-aminopiperidine-1-carboxylate